ClC1=NC=C(C=C1NC(=O)C=1C=NC(=CC1)C1CC1)C N-(2-chloro-5-methylpyridin-3-yl)-6-cyclopropylpyridine-3-carboxamide